1-isopropylamino-3-(4-chloro-1-naphthyloxy)-2-propanol C(C)(C)NCC(COC1=CC=C(C2=CC=CC=C12)Cl)O